4-methyl-5-(3-morpholino-5-((tetrahydro-2H-pyran-4-yl)sulfonyl)phenyl)thiazol-2-amine CC=1N=C(SC1C1=CC(=CC(=C1)S(=O)(=O)C1CCOCC1)N1CCOCC1)N